O[C@]1(C[C@H]2CC[C@H]3[C@@H]4C[C@H]5[C@@H]([C@H]([C@]4(CC[C@@H]3[C@H]2CC1)C)C(CN1N=CC(=C1)C#N)=O)C5)C 1-(2-((2R,4aS,4bR,6aS,7R,7aS,8aS,9aS,9bR,11aR)-2-hydroxy-2,6a-dimethyloctadecahydro-1H-cyclopropa[b]chrysen-7-yl)-2-oxoethyl)-1H-pyrazole-4-carbonitrile